2-amino-6-bromo-3-(cyclopropylmethyl)quinazolin-4(3H)-one NC1=NC2=CC=C(C=C2C(N1CC1CC1)=O)Br